CCCCCCCCCCCCCCCCCCCCOC[C@H](COP(=O)(O)OC[C@@H](C(=O)O)N)OC(=O)CCCCCCC/C=C\CCCCCCCCC 1-eicosyl-2-(9Z-nonadecenoyl)-glycero-3-phosphoserine